(S)-2-[4-chloro-2-(1,1-difluoropropyl)phenoxy]propionic acid ClC1=CC(=C(O[C@H](C(=O)O)C)C=C1)C(CC)(F)F